COC(CC1C(C(CC1)=O)CCCCC)=O (3-oxo-2-pentylcyclopentyl)acetic acid methyl ester